C(C)(C)C1=C(C(=CC=C1)C(C)C)N1C(N(CC1)C1=C(C=CC=C1C(C)C)C(C)C)=[Ru-4](=CC1=C(C=CC(=C1)[N+](=O)[O-])OC(C)C)(I)I [1,3-bis(2,6-di-isopropylphenyl)imidazolidin-2-ylidene](2-isopropoxy-5-nitrobenzylidene)ruthenium (II) diiodide